BrC=1C=CC(=C(C=NC=2C=C(C(=O)O)C=CC2)C1)O 3-(5-bromo-2-hydroxybenzylideneamino)benzoic acid